O=C1CCCC(N1)C1=CC=CC=C1 6-oxo-2-phenylpiperidin